(S)-1,2-propylene glycol monohydrate O.C([C@H](C)O)O